(2S,4S)-1-(2-fluoro-2-methylpropanoyl)-N-((S)-3-oxo-1-((S)-2-oxopyrrolidin-3-yl)-4-(trifluoromethoxy)butan-2-yl)-4-phenylpyrrolidine-2-carboxamide FC(C(=O)N1[C@@H](C[C@H](C1)C1=CC=CC=C1)C(=O)N[C@@H](C[C@H]1C(NCC1)=O)C(COC(F)(F)F)=O)(C)C